3-(1-(dimethylamino)-1-oxopropan-2-yl)-5-methoxy-1H-indole-1-carboxylic acid tert-butyl ester C(C)(C)(C)OC(=O)N1C=C(C2=CC(=CC=C12)OC)C(C(=O)N(C)C)C